N-(4-(butylsulfanyl)-3-formyl-2-oxo-2H-chromen-7-yl)-N-ethyl-glycine methyl ester COC(CN(CC)C1=CC=C2C(=C(C(OC2=C1)=O)C=O)SCCCC)=O